11-hydroxyabieta-7,9(11),13-triene-6,12-dione CC(C)C1=CC2=CC(=O)C3C(CCCC3(C2=C(C1=O)O)C)(C)C